2-[4,7,10-tris(2-tert-butoxy-2-oxoethyl)-1,4,7,10-tetraazacyclododecane-1-yl]acetamide C(C)(C)(C)OC(CN1CCN(CCN(CCN(CC1)CC(OC(C)(C)C)=O)CC(OC(C)(C)C)=O)CC(=O)N)=O